C(C)(C)(C)OC(=O)N1CC2(C1)[C@@H]([C@H](C2)[C@@H]2N1C(C3=CC=CC=C23)=CN=C1)O tert-Butyl-(5R,6R)-5-hydroxy-6-((S)-5H-imidazo[5,1-a]isoindol-5-yl)-2-azaspiro[3.3]heptan-2-carboxylat